BrC1=NN(C=C1I)C 3-Bromo-4-iodo-1-methyl-1H-pyrazole